butylsilane C(CCC)[SiH3]